trimethylsilanol potassium [K].C[Si](O)(C)C